O1CNC=CC1 3,6-Dihydro-2H-1,3-oxazin